3-[3-(hydroxymethyl)-4-[1-methyl-5-[[5-[(2S)-2-methyl-4-(oxetan-3-yl)piperazin-1-yl]-2-pyridyl]amino]-6-oxo-3-pyridyl]-2-pyridyl]-7,8,9,10-tetrahydropyridazino[4,5-a]indolizin-4-one OCC=1C(=NC=CC1C1=CN(C(C(=C1)NC1=NC=C(C=C1)N1[C@H](CN(CC1)C1COC1)C)=O)C)N1N=CC=2C(=CN3CCCCC23)C1=O